ClC=1N=NC=CC1C 3-chloro-4-methylpyridazine